6-(5-Phenylpentyl)pyridinealdehyde C1(=CC=CC=C1)CCCCCC1=CC=CC(=N1)C=O